methyl 2-[rac-(3S,4S)-3,4-difluoropyrrolidin-1-yl]-5,7-dihydrofuro[3,4-b]pyridine-3-carboxylate F[C@H]1CN(C[C@@H]1F)C1=C(C=C2C(=N1)COC2)C(=O)OC |r|